The molecule is an acyl-CoA that results from the formal condensation of the thiol group of coenzyme A with the carboxy group of malonamic acid. It derives from a malonamic acid. CC(C)(COP(=O)(O)OP(=O)(O)OC[C@@H]1[C@H]([C@H]([C@@H](O1)N2C=NC3=C(N=CN=C32)N)O)OP(=O)(O)O)[C@H](C(=O)NCCC(=O)NCCSC(=O)CC(=O)N)O